FC1(C(CN(CC1)[C@H](C(=O)NC=1SC2=C(N1)C=C1C(=C2)OC(O1)(F)F)C)C=1N=CC(NC1)=O)F (2S)-2-(4,4-difluoro-3-(5-oxo-4,5-dihydropyrazin-2-yl)piperidin-1-yl)-N-(2,2-difluoro-[1,3]dioxolo[4',5':4,5]benzo[1,2-d]thiazol-6-yl)propanamide